ClC=1C=C(C=CC1N1C(N(C=C1)C)=O)C1=C(C(=CC(=C1)F)C1=CC(=NC=C1)N1C[C@H](CC1)N(C)C)O (S)-1-(3-chloro-3'-(2-(3-(dimethylamino)pyrrolidin-1-yl)pyridin-4-yl)-5'-fluoro-2'-hydroxy-[1,1'-biphenyl]-4-yl)-3-methyl-1,3-dihydro-2H-imidazol-2-one